FC1=CC=C(C=C1)N1N=CC2=CC(=C(C=C12)C)C1(CN(CC1)S(=O)(=O)C=1C=NN(C1)C)CC#CC1=CC=CC=C1 1-(4-fluorophenyl)-6-methyl-5-(1-((1-methyl-1H-pyrazol-4-yl)sulfonyl)-3-(3-phenylprop-2-yn-1-yl)pyrrolidin-3-yl)-1H-indazole